tripyrrolidino-phosphonium hexafluorophosphate F[P-](F)(F)(F)(F)F.N1(CCCC1)[PH+](N1CCCC1)N1CCCC1